((3R,4R)-3-fluoro-4-hydroxypyrrolidin-1-yl)methanone mesylate S(C)(=O)(=O)O.F[C@@H]1CN(C[C@H]1O)C=O